FC1=C2C(C(C(OC2=CC=C1)C)O)NC(C1=CN=C(C=C1)C1=C2C(=NC=C1)NC=C2)=O rac-cis-N-(5-fluoro-3-hydroxy-2-methylchroman-4-yl)-6-(1H-pyrrolo[2,3-b]pyridin-4-yl)nicotinamide